4-(3-((8-methoxy-2-(6-methylpyridin-3-yl)-2,3-dihydrobenzo[b][1,4]dioxin-6-yl)methyl)-3H-imidazo[4,5-b]pyridin-6-yl)-2-methylbut-3-yn-2-amine COC1=CC(=CC2=C1OC(CO2)C=2C=NC(=CC2)C)CN2C=NC=1C2=NC=C(C1)C#CC(C)(N)C